(((6aR,9R)-5-Bromo-9-(diethylcarbamoyl)-7-methyl-4,6,6a,7,8,9-hexahydroindolo[4,3-fg]quinoline-4-carbonyl)oxy)methyl tert-butyl succinate C(CCC(=O)OC(C)(C)C)(=O)OCOC(=O)N1C(=C2C3=C(C4=C[C@H](CN([C@@H]4C2)C)C(N(CC)CC)=O)C=CC=C13)Br